CC=1C=C(NC2=NC=C(C(=N2)N[C@H](CO)C2=CC=CC=C2)C=2OC(=NN2)C)C=CC1S(=O)(=O)C (2S)-2-[[2-(3-methyl-4-methylsulfonyl-anilino)-5-(5-methyl-1,3,4-oxadiazol-2-yl)pyrimidin-4-yl]amino]-2-phenyl-ethanol